[C@@H]1(C[C@H](O)[C@@H](CO)O1)N1C(=O)N=C(N)C=N1 6-aza-deoxycytidine